FC1=C(N)C=CC(=C1)C1=NN(C=N1)C1=CC=C(C=C1)SC(F)(F)F 2-fluoro-4-(1-(4-((trifluoromethyl)thio)phenyl)-1H-1,2,4-triazol-3-yl)aniline